C[C@H]1O[C@H](CN(C1)C=1C=CC=2N(C1)N=C(N2)C2=C1C=C(N=CC1=C(N=C2)NC)NC(=O)C2CC2)C N-(5-(6-((2R,6S)-2,6-dimethylmorpholino)-[1,2,4]triazolo[1,5-a]pyridin-2-yl)-8-(methylamino)-2,7-naphthyridin-3-yl)cyclopropanecarboxamide